3-Bromo-5-(difluoromethyl)-1-(2H3)methyl-1H-1,2,4-triazole BrC1=NN(C(=N1)C(F)F)C([2H])([2H])[2H]